NC1=C(N=CC2=C(C=CC=C12)C1=C(C=NN1CC1=CC=C(C=C1)C)OC)C(=O)NCCC 4-Amino-8-(4-methoxy-1-(4-methylbenzyl)-1H-pyrazol-5-yl)-N-propylisoquinoline-3-carboxamide